ClC=1C=C2C(NC(=NC2=CC1)CN1CCN(C2=CC=CC=C12)C)=O 6-chloro-2-[(4-methyl-2,3-dihydroquinoxalin-1-yl)methyl]-3H-quinazolin-4-one